N1C(=CC2=CC=CC=C12)C1=CC=CC=C1C=C1C(N(C(S1)=NN=C1C(NC2=CC=C(C=C12)Cl)=O)C1=C(C=CC=C1C)C)=O 3-(2-(5-(1H-indolbenzylidene)-3-(2,6-dimethylphenyl)-4-oxothiazolidin-2-ylidene)hydrazono)-5-chloro-1H-indol-2-one